CN(CCNC)C(CSC(CCC(N([C@H](C(=O)[O-])C)C)=O)(C)C)=O (S)-5,9,9,13,14-pentamethyl-6,12-dioxo-8-thia-2,5,13-triazapentadecan-15-oate